tert-Butyl (5R,6S)-2,2-difluoro-5-(hydroxymethyl)-6-methylmorpholine-4-carboxylate FC1(CN([C@@H]([C@@H](O1)C)CO)C(=O)OC(C)(C)C)F